CN(CCN(C(C1=CC=C(C=C1)NC1=NC(=NC=2C=NNC(C21)=O)C2=CC=CC=C2)=O)C)C N-(2-(Dimethylamino)ethyl)-N-methyl-4-(5-oxo-2-phenyl-5,6-dihydropyrimido[4,5-d]pyridazin-4-ylamino)benzamid